O=S1(CC(C1)CCBr)=O 1,1-dioxido-3-(2-bromoethyl)thietane